tert-butyl (2R,4S)-2-(2-((S)-5-(8-bromo-fluoro-1H-imidazo[4,5-c]quinolin-1-yl) pent-2-yloxy)-5-fluoropyridin-3-yl)-4-fluoropyrrolidine-1-carboxylate BrC1=CC=2C3=C(C=NC2C=C1)N=C(N3CCC[C@H](C)OC3=NC=C(C=C3[C@@H]3N(C[C@H](C3)F)C(=O)OC(C)(C)C)F)F